(Z)-γ-silylallylcarbonate [SiH3]\C=C/COC([O-])=O